diazabicyclo[2.2.2]octan-1-ium [NH+]12NCC(CC1)CC2